3-(methylamino)pyrrolidine-1-carboxamide formate C(=O)O.CNC1CN(CC1)C(=O)N